(2-(2-naphthyl)ethyl)diphenyl-silane bis-hydroxyethyl-terephthalate OCCOC(C1=CC=C(C(=O)OCCO)C=C1)=O.C1=C(C=CC2=CC=CC=C12)CC[SiH](C1=CC=CC=C1)C1=CC=CC=C1